bis-(4-amino-3,5-dimethyl-cyclohexyl)methane NC1C(CC(CC1C)CC1CC(C(C(C1)C)N)C)C